(1H-pyrazolo[4,3-b]pyridin-3-yl)isonicotinic acid N1N=C(C2=NC=CC=C21)C2=C(C(=O)O)C=CN=C2